2-((7-((5-cyanothiophen-2-yl)methoxy)-3,4-dihydroisoquinolin-2(1H)-yl)methyl)-1-((oxetan-2-yl)methyl)-1H-benzo[d]imidazole-6-carboxylic acid tert-butyl ester C(C)(C)(C)OC(=O)C=1C=CC2=C(N(C(=N2)CN2CC3=CC(=CC=C3CC2)OCC=2SC(=CC2)C#N)CC2OCC2)C1